(2-bromophenyl)((2,2,2-trifluoroethoxy)methyl)sulfane BrC1=C(C=CC=C1)SCOCC(F)(F)F